(1R,3S)-3-(3-(((benzyloxy)carbonyl)amino)-1H-pyrazol-5-yl)cyclopentyl 2-methyl-2-(2,2,2-trifluoroethyl)hydrazine-1-carboxylate CN(NC(=O)O[C@H]1C[C@H](CC1)C1=CC(=NN1)NC(=O)OCC1=CC=CC=C1)CC(F)(F)F